6-bromo-8-methyl-2H-1,2λ6,3-benzoxathiazine-2,2-dione BrC=1C=C(C2=C(C=NS(O2)(=O)=O)C1)C